[Si](C1=CC=CC=C1)(C1=CC=CC=C1)(C(C)(C)C)OC[C@H]1CN(CCN1)C=1N=CC2=C(N1)CCN(C2)C(=O)OC(C)(C)C (R)-tert-butyl 2-(3-(((tert-butyldiphenylsilyl) oxy)-methyl) piperazin-1-yl)-7,8-dihydropyrido[4,3-d]pyrimidine-6(5H)-carboxylate